N-(4-fluoro-5-(((2S,4R)-2-methyl-4-((2-methylimidazo[1,2-a]pyrazin-8-yl)oxy)pyrrolidin-1-yl)methyl)thiazol-2-yl)acetamide FC=1N=C(SC1CN1[C@H](C[C@H](C1)OC=1C=2N(C=CN1)C=C(N2)C)C)NC(C)=O